2-((1-(2-(3-azabicyclo[3.1.0]hexan-3-yl)-5-cyano-3,6-dimethyl-4-oxo-3,4-dihydroquinazolin-8-yl)ethyl)amino)benzoic acid C12CN(CC2C1)C1=NC2=C(C=C(C(=C2C(N1C)=O)C#N)C)C(C)NC1=C(C(=O)O)C=CC=C1